1-Amino-14-chloro-N-cyclopropyl-5-isopropyl-5,6,7,8-tetrahydropyrimido[5'',4'':4',5']pyrrolo[3',2':3,4]azepino[1,2-a]indole-11-carboxamide NC1=NC=NC2=C1C1=C(CCCN3C1=C(C=1C=CC(=CC31)C(=O)NC3CC3)Cl)N2C(C)C